OC1=C(C(=O)C2=CC=C(C=C2)CC)C=CC(=C1)OCC 2-Hydroxy-4-ethoxy-4'-ethylbenzophenon